ClC1=C(C(=CC=C1)F)N1C=2N(C3=C(C1=O)C=NC(=N3)NC3=CC=C1C4(CN(CC1=C3)C(C)C)CC4)CCN2 6-(2-chloro-6-fluorophenyl)-2-((2'-isopropyl-2',3'-dihydro-1'H-spiro[cyclopropane-1,4'-isoquinolin]-7'-yl)amino)-8,9-dihydroimidazo[1,2-a]pyrimido[5,4-e]pyrimidin-5(6H)-one